(2-chlorobenzyl)-3-iminoisoindolone ClC1=C(CC2=C3C(NC(C3=CC=C2)=O)=N)C=CC=C1